NN1C=NC=C1 1-aminoimidazole